1-[(1S,3S,5S)-3-[[6-[(6-methoxy-2-methyl-3,4-dihydro-1H-isoquinolin-7-yl)amino]pyrazolo[3,4-d]pyrimidin-1-yl]methyl]-2-azabicyclo[3.1.0]hexan-2-yl]ethanone COC=1C=C2CCN(CC2=CC1NC1=NC=C2C(=N1)N(N=C2)C[C@H]2N([C@H]1C[C@H]1C2)C(C)=O)C